NC=1N=NC(=C2C1N=C(N2CCCCN(C(C)=O)C2CS(C2)(=O)=O)CCCC)OC(C)C N-[4-(7-amino-2-butyl-4-isopropoxy-imidazo[4,5-d]pyridazin-3-yl)butyl]-N-(1,1-dioxothietan-3-yl)acetamide